Methyl 2-(1-(pent-4-en-1-yl)-1,2,3,4-tetrahydronaphthalen-1-yl)acetate C(CCC=C)C1(CCCC2=CC=CC=C12)CC(=O)OC